C1N(CCC2=CC=CC=C12)C[C@H](CN1C(C2=CC=C(C=C2CC1)NCC1COCC1)=O)O 2-[(2R)-3-(3,4-dihydro-1H-isoquinolin-2-yl)-2-hydroxy-propyl]-6-(tetrahydrofuran-3-ylmethyl-amino)-3,4-dihydroisoquinolin-1-one